C(C(C)C)[NH-] N-isobutylamide